ClC=1C=C(C=C(C1C(=O)O)F)C1=CC=C(C=C1)NC([C@@H]1N(CCC1)C(NC1=CC=C(C=C1)C(C)C)=O)=O 3-chloro-5-fluoro-4'-[(1-{[4-(propan-2-yl)phenyl]carbamoyl}-D-prolyl)amino][1,1'-biphenyl]-4-carboxylic acid